5-(4-amino-2-methylphenyl)-7-methyl-2-(trifluoromethyl)-7H-pyrrolo[2,3-d]pyrimidin-4-amine NC1=CC(=C(C=C1)C1=CN(C=2N=C(N=C(C21)N)C(F)(F)F)C)C